N-Isopropyl-5-(4-(trifluoromethyl)phenyl)imidazo[1,2-a]quinoline-8-carboxamide C(C)(C)NC(=O)C1=CC=C2C(=CC=3N(C2=C1)C=CN3)C3=CC=C(C=C3)C(F)(F)F